N-(6-amino-5-cyclopropyl-3-pyridyl)-2-[(2R,5S)-2-(3-chlorophenyl)-5-methyl-1-piperidyl]-2-oxo-acetamide NC1=C(C=C(C=N1)NC(C(=O)N1[C@H](CC[C@@H](C1)C)C1=CC(=CC=C1)Cl)=O)C1CC1